bis(hydroxyethyl)aminoacetic acid OCCN(CCO)CC(=O)O